benzyl-2H-spiro(benzofuran-3,4'-piperidine)-4,5-dicarboxylic acid dimethyl ester COC(=O)C1=C(C=CC2=C1C1(CCN(CC1)CC1=CC=CC=C1)CO2)C(=O)OC